CC1=C(C(=C(C2=C1OC=C(C2=O)C3=CC=CC=C3O)O)OC)O The molecule is a methoxyisoflavone that is isoflavone substituted by a methoxy group at position 6, a methyl group at position 8 and hydroxy groups at positions 5, 7 and 2'. It has been isolated from Pisonia aculeata. It has a role as a metabolite and a plant metabolite. It is a member of 2'-hydroxyisoflavones, a member of 7-hydroxyisoflavones and a methoxyisoflavone. It derives from an isoflavone.